1-aminopyrazin-1-ium 2,4,6-trimethylbenzenesulfonate CC1=C(C(=CC(=C1)C)C)S(=O)(=O)[O-].N[N+]1=CC=NC=C1